[(benzyloxy)carbonyl]piperidin-4-yl-L-valyl-N5-carbamoyl-L-ornithinate C(C1=CC=CC=C1)OC(=O)N([C@@H](C(C)C)C(=O)OC([C@@H](N)CCCNC(N)=O)=O)C1CCNCC1